benzoic acid isobutyrate C(C(C)C)(=O)O.C(C1=CC=CC=C1)(=O)O